8-(7,7-difluoro-2-((2S,3R)-3-fluoro-2-methylazetidin-1-yl)-6,7-dihydro-5H-cyclopenta[d]pyrimidin-4-yl)-2,3,4,5-tetrahydrobenzo[f][1,4]thiazepine 1,1-dioxide FC1(CCC2=C1N=C(N=C2C2=CC1=C(CNCCS1(=O)=O)C=C2)N2[C@H]([C@@H](C2)F)C)F